C(C)C1(NC(N(C(C1)=O)CC1=NC=CC(=C1)C(N[C@H]1[C@@H](CC2=CC=CC=C12)O)=O)=[NH2+])CC [4,4-diethyl-1-[[4-[[(1R,2R)-2-hydroxyindan-1-yl]carbamoyl]-2-pyridyl]methyl]-6-oxo-hexahydropyrimidin-2-ylidene]ammonium